rac-(5S,7S)-7-Fluoro-N-(2-methoxyethyl)-5-phenyl-N-(2,2,2-trifluoroethyl)-6,7-dihydro-5H-pyrrolo[1,2-b][1,2,4]triazol-2-carboxamid F[C@H]1C[C@H](N2N=C(N=C21)C(=O)N(CC(F)(F)F)CCOC)C2=CC=CC=C2 |r|